C1OCC12CC(C2)NC=2C(=CC=CC2)N N1-(2-oxaspiro[3.3]heptane-6-yl)benzene-1,2-diamine